C(C)N(C1=C(C(=NC=N1)NC[C@@H]1[C@H](CN(CC1)CC(=O)N)O)F)CC1CCC(CC1)C(F)(F)F |o1:11,12| 2-((3R*,4R*)-4-(((6-(ethyl(((1r,4R)-4-(trifluoromethyl)cyclohexyl)methyl)amino)-5-fluoropyrimidin-4-yl)amino)methyl)-3-hydroxypiperidin-1-yl)acetamide